4-(3-(4,4,5,5-tetramethyl-1,3,2-dioxaborolane-2-yl)phenoxy)butan-1-ol CC1(OB(OC1(C)C)C=1C=C(OCCCCO)C=CC1)C